4-((3-ethyl-2-oxo-4-thioxo-1,2,3,4-tetrahydroquinazolin-7-yl)methyl)-N,2'-dimethyl-3,6-dihydro-2H-[1,3'-bipyridine]-6'-carboxamide C(C)N1C(NC2=CC(=CC=C2C1=S)CC=1CCN(CC1)C=1C(=NC(=CC1)C(=O)NC)C)=O